O=C1NCC2=CC(=CC=C12)CN1N=CC(=C1)C1=NC=2N3C(N(C(C2N1)=O)CCC)=NC=C3 2-[1-[(1-Oxoisoindolin-5-yl)methyl]pyrazol-4-yl]-5-propyl-3H-imidazo[2,1-b]purin-4-on